(E)-3-(3,5-dihydroxy-4-methoxyphenyl)-2-(3,4,5-trimethoxyphenyl)acrylic acid OC=1C=C(C=C(C1OC)O)/C=C(/C(=O)O)\C1=CC(=C(C(=C1)OC)OC)OC